(S)-4-(5-(5-fluoro-2-methoxypyridin-4-yl)-1H-pyrazole-3-carbonyl)-N-((1S,3S)-3-hydroxy-3-(trifluoromethyl)cyclohexyl)-4-azaspiro[2.5]octane-7-carboxamide FC=1C(=CC(=NC1)OC)C1=CC(=NN1)C(=O)N1C2(CC2)C[C@H](CC1)C(=O)N[C@@H]1C[C@@](CCC1)(C(F)(F)F)O